CC1=CC=C(S1)C1=NC=2C(=C3C(=NC2)N(C=C3)S(=O)(=O)C3=CC=CC=C3)N1[C@@H]1CC[C@H](CC1)C#N trans-4-(2-(5-methylthiophen-2-yl)-6-(benzenesulfonyl)imidazo[4,5-d]pyrrolo[2,3-b]pyridine-1(6H)-yl)cyclohexanecarbonitrile